tert-Butyl N-ethyl-N-[3-oxo-3-[4-[5-(trifluoromethyl)pyrimidin-2-yl]piperazin-1-yl] propyl]carbamate C(C)N(C(OC(C)(C)C)=O)CCC(N1CCN(CC1)C1=NC=C(C=N1)C(F)(F)F)=O